OC(CCCC(=O)OCC(COC(CCC1CCCCC1)=O)(C)COC(CCC1CCCCC1)=O)CCCC(=O)OCC(COC(CCC1CCCCC1)=O)(C)COC(CCC1CCCCC1)=O bis(3-((3-cyclohexylpropanoyl)oxy)-2-(((3-cyclohexylpropanoyl)oxy) methyl)-2-methylpropyl) 5-hydroxynonanedioate